C1(CCCCC1)NC1=NC=C(C=C1)F 2-(cyclohexylamino)-5-fluoropyridine